C(CCC(=O)O)(=O)N[C@@H](CC(C)C)C(=O)NC1C(CCNC(=N)N)O1 trans-epoxysuccinyl-L-leucylamino(4-guanidino)butane